C12(CC(C1)C2)NC(=O)C=2C(N(C1=NC=C(C=C1C2OC(C)C)C2=CC=C(C=C2)OC)CCN2CCOCC2)=O N-(bicyclo[1.1.1]pent-1-yl)-4-isopropoxy-6-(4-methoxyphenyl)-1-(2-morpholinoethyl)-2-oxo-1,2-dihydro-1,8-naphthyridine-3-carboxamide